O=C1NC(CC[C@@H]1N1C(C2=CC=C(C=C2C1=O)N1CCC(CC1)CN1CCC(CC1)CCNC1=C2N=CN(C2=NC=N1)C1CC(C1)NC(C1=NC(=CC=C1)C)=O)=O)=O N-((1s,3s)-3-(6-((2-(1-((1-(2-(2,6-dioxopiperidin-3-yl)-1,3-dioxoisoindolin-5-yl)piperidin-4-yl)methyl)piperidin-4-yl)ethyl)amino)-9H-purin-9-yl)cyclobutyl)-6-methylpicolinamide